ClC=1N=CC2=C(N1)SC(=C2)C2(CC(C2)C(F)(F)F)O 1-(2-chlorothieno[2,3-d]pyrimidin-6-yl)-3-(trifluoromethyl)cyclobutan-1-ol